[C@@]12(NCC[C@@H]2C1)CNC=1C2=C(N=C(N1)OC[C@]13CCCN3C[C@@H](C1)F)C(=C(N=C2)C2=CC=CC1=CC=CC=C21)F 4-(4-((((1S,5R)-2-azabicyclo[3.1.0]hexan-1-yl)methyl)amino)-8-fluoro-2-(((2R,7aS)-2-fluorotetrahydro-1H-pyrrolizin-7a(5H)-yl)methoxy)pyrido[4,3-d]pyrimidin-7-yl)naphthalen